FC(C(=O)[O-])(F)F.ClC=1C=C(C=CC1Cl)C1=NN=C(O1)CN1C(=NC=2N(C(N(C(C12)=O)C)=O)C)N1CCN(CC1)CCC1CC[NH2+]CC1 4-(2-(4-(7-((5-(3,4-dichlorophenyl)-1,3,4-oxadiazol-2-yl)methyl)-1,3-dimethyl-2,6-dioxo-2,3,6,7-tetrahydro-1H-purin-8-yl)piperazin-1-yl)ethyl)piperidin-1-ium trifluoroacetate